C1(CCCC1)C1=CC=C(C=C1)NC1CCC(CC1)N N1-(4-cyclopentylphenyl)cyclohexane-1,4-diamine